methoxymethyl-aniline 4-methoxymethyl-benzoate COCC1=CC=C(C(=O)O)C=C1.COCNC1=CC=CC=C1